CN1C[C@@H](CCC1)NC1=NN=C(C=2CCCCC12)C1=C(C=C(C=C1)C(F)(F)F)O (R)-2-(4-((1-methylpiperidin-3-yl)amino)-5,6,7,8-tetrahydrophthalazin-1-yl)-5-(trifluoromethyl)phenol